COP(=O)(OC)[O-].C(CCC)N1C=[N+](C=C1)C 1-Butyl-3-methylimidazolium dimethylphosphat